N3-ethyl-imidazotetrazine C(C)N1N=C2C(N=N1)=NC=N2